COC1=CC(=NC=C1)C(=O)[O-] 4-methoxypyridin-2-carboxylate